hydroxybis-Bocamine ON(C(=O)OC(C)(C)C)C(=O)OC(C)(C)C